O1C(=NC2=C1C=CC=C2)C2(CCN(CC2)C(=O)NC2=C(C=CC=C2C2CCN(CC2)C(C)C)F)C 4-(1,3-benzooxazol-2-yl)-N-{2-fluoro-6-[1-(propan-2-yl)piperidin-4-yl]phenyl}-4-methylpiperidine-1-carboxamide